NC=1C(=NN(C1N)C)C1=CC=CC=C1 4,5-diamino-1-methyl-3-phenylpyrazole